imidazo[4,5-c]quinoline-9(8H)-carboxylate N=1C=NC2=CN=C3C=CCC(=C3C21)C(=O)[O-]